ClC1=CC2=C(C=N1)C(=NN2C)C 6-chloro-1,3-dimethylpyrazolo[4,3-c]pyridine